N-(2,3-dihydro-1H-inden-2-yl)pyrimidin-2-amine C1C(CC2=CC=CC=C12)NC1=NC=CC=N1